FC1=C(C(=CC=C1)OC1=CC(=CC=C1)F)SC1=C(C=CC=C1)C (2-fluoro-6-(3-fluorophenoxy)phenyl)tolylthioether